2-chloro-N-[6-(2,2-difluoroethoxy)-5-fluoro-2-methoxy-3-pyridinyl]-8-keto-7H-1,7-naphthyridine-5-sulfonamide ClC1=NC=2C(NC=C(C2C=C1)S(=O)(=O)NC=1C(=NC(=C(C1)F)OCC(F)F)OC)=O